2-[6-[(1R)-1-(tert-butoxycarbonylamino)ethyl]-1-pent-4-enyl-pyrrolo[2,3-b]Pyridin-2-yl]-7-methoxy-1-methyl-benzimidazole-5-carboxylic acid C(C)(C)(C)OC(=O)N[C@H](C)C1=CC=C2C(=N1)N(C(=C2)C2=NC1=C(N2C)C(=CC(=C1)C(=O)O)OC)CCCC=C